(1RS,2RS,7S,8SR)-tricyclo[6.2.1.0~2,7~]undec-9-en-3-one [C@H]12[C@H]3C(CCC[C@H]3[C@H](C=C1)C2)=O |&1:0,1,7|